Cl.CC1(CC1)NN (1-methyl-cyclopropyl)hydrazine HCl